NCC=1C=CC(=NC1)OCCCNC1=C2C(N(C(C2=CC=C1)=O)C1C(NC(CC1)=O)=O)=O 4-((3-((5-(Aminomethyl)pyridin-2-yl)oxy)propyl)amino)-2-(2,6-dioxopiperidin-3-yl)isoindoline-1,3-dione